3-(10H-phenoxazin-10-yl)-N-trifluoromethanesulphonylpropane-1-sulphonamide C1=CC=CC=2OC3=CC=CC=C3N(C12)CCCS(=O)(=O)NS(=O)(=O)C(F)(F)F